FC1=C(C(=CC=2C3=C(C(=NC12)OC[C@H]1N(CCC1)C)N=NN3[C@@H]3C[C@H](NCC3)CC#N)C)C3=CC=C(C=C3)F 2-((2S,4S)-4-(6-fluoro-7-(4-fluorophenyl)-8-methyl-4-(((S)-1-methylpyrrolidin-2-yl)methoxy)-1H-[1,2,3]triazolo[4,5-c]quinolin-1-yl)piperidin-2-yl)acetonitrile